2-Chloro-4-((4R,5S)-4-(5-(4-(4-((7-ethyl-6-oxo-5,6-dihydro-1,5-naphthyridin-3-yl)methyl)-piperazin-1-yl)phenyl)-1,3,4-oxadiazol-2-yl)-5-methyl-2-oxooxazolidin-3-yl)benzonitrile ClC1=C(C#N)C=CC(=C1)N1C(O[C@H]([C@@H]1C=1OC(=NN1)C1=CC=C(C=C1)N1CCN(CC1)CC=1C=NC=2C=C(C(NC2C1)=O)CC)C)=O